tripropylene glycol monoisotridecyl ether C(CCCCCCCCCC(C)C)OC(C)COC(C)COC(C)CO